COC(=O)N(N(C)C(C1=C(C(=CC(=C1)Cl)C)NC(=O)C=1N(N=C(C1)Br)C1=NC=CC=C1Cl)=O)C (2-{[5-bromo-2-(3-chloro-pyridin-2-yl)-2H-pyrazole-3-carbonyl]-amino}-5-chloro-3-methyl-benzoyl)-N,N'-dimethyl-hydrazinecarboxylic acid methyl ester